1-(2,6-dichloropyridin-4-yl)-3-(3-methoxyphenyl)urea ClC1=NC(=CC(=C1)NC(=O)NC1=CC(=CC=C1)OC)Cl